silane, zirconium salt [Zr].[SiH4]